Tert-butyl-(S)-N-(3-chloro-2,4-difluorophenyl)-N-methyl-2-oxo-3-(7-(trifluoromethyl)thieno[3,2-B]pyridin-5-yl)imidazoline-4-carboxamide C(C)(C)(C)N1C(N([C@@H](C1)C(=O)N(C)C1=C(C(=C(C=C1)F)Cl)F)C1=CC(=C2C(=N1)C=CS2)C(F)(F)F)=O